ClC=1C=C2C=C(NC2=CC1C1=NC=C(N=C1)OC)CNC(NC1C(CC1)O)=O 2-(3-{[5-chloro-6-(5-methoxy-2-pyrazinyl)-2-indolyl]methyl}ureido)cyclobutanol